2-amino-N,N,N-trimethylethanaminium chloride [Cl-].NCC[N+](C)(C)C